(R)-1-(3-(3-methyl-4-(cyclopropylmethyl)piperazine-1-carbonyl)-4-fluorobenzyl)quinazoline-2,4(1H,3H)-dione C[C@@H]1CN(CCN1CC1CC1)C(=O)C=1C=C(CN2C(NC(C3=CC=CC=C23)=O)=O)C=CC1F